CN1CCN(CC1)CC1=CC=C(N=N1)ON1C=NC2=C1C=CC=C2 6-[(4-methylpiperazin-1-yl)methyl]pyridazin-3-yl-oxy-1H-benzimidazole